tert-butyl (2-(4-((2,4-dioxothiazolidin-5-yl)methyl)phenoxy)ethyl)carbamate O=C1SC(C(N1)=O)CC1=CC=C(OCCNC(OC(C)(C)C)=O)C=C1